S1SC(C=C1)C(=O)O.C(\C=C/C#N)#N maleonitrile dithiolate